C(C)C1=CC=C(C=C1)C12CN(CC2C1)C(=O)C1CC2(C1)NC(OC2)=O (rac)-(2s,4s)-2-(1-(4-ethylphenyl)-3-azabicyclo[3.1.0]hexane-3-carbonyl)-7-oxa-5-azaspiro[3.4]octan-6-one